5-bromo-6-phenylpyridazin-3(2H)-one BrC1=CC(NN=C1C1=CC=CC=C1)=O